5-Amino-1-(4,4-difluoropyridin-3-yl)-3-[4-[[(5-fluoro-2-methoxy-benzoyl)amino]methyl]phenyl]pyrazole-4-carboxamide NC1=C(C(=NN1C1C=NC=CC1(F)F)C1=CC=C(C=C1)CNC(C1=C(C=CC(=C1)F)OC)=O)C(=O)N